1-(5-Bromoisoindolin-2-yl)pentan-1-one BrC=1C=C2CN(CC2=CC1)C(CCCC)=O